NC1(CN(C1)C1=NC=CC=C1)C(=O)O 3-amino-1-(pyridin-2-yl)azetidine-3-carboxylic acid